NC1=NC=2C=C(C=CC2C2=C1N=C(N2CC)[C@@H]2CN(CCC2)C(CC)=O)C2=NNC=C2 (S)-1-(3-(4-Amino-1-ethyl-7-(1H-pyrazol-3-yl)-1H-imidazo[4,5-c]quinolin-2-yl)piperidin-1-yl)propan-1-one